allyl isopentyl malonate dipentyl-malonate C(CCCC)C(C(=O)O)(C(=O)O)CCCCC.C(CC(=O)OCCC(C)C)(=O)OCC=C